(+/-)-2-(8-amino-7-fluoro-3-((7-oxo-5,6,7,8-tetrahydro-4H-pyrazolo[1,5-d][1,4]diazepin-2-yl)amino)isoquinolin-6-yl)propanenitrile NC=1C(=C(C=C2C=C(N=CC12)NC1=NN2CC(NCCC2=C1)=O)[C@H](C#N)C)F |r|